(R)-3-[2-(2-bromo-4-methoxybenzoyl)-1,2,3,4-tetrahydroisoquinolin-5-yl]-3-(7-methoxy-1-methyl-1H-benzo[d][1,2,3]triazol-5-yl)propionic acid ethyl ester C(C)OC(C[C@H](C1=CC2=C(N(N=N2)C)C(=C1)OC)C1=C2CCN(CC2=CC=C1)C(C1=C(C=C(C=C1)OC)Br)=O)=O